C(C)(=O)C1=CC(=C(C=C1)COC1=CC=CC(=N1)C1CCN(CC1)CC=1N(C2=C(N1)C=CC(=C2)C(=O)OC)C[C@H]2OCC2)F methyl 2-[(4-[6-[(4-acetyl-2-fluorophenyl)methoxy]pyridin-2-yl]piperidin-1-yl)methyl]-3-[(2S)-oxetan-2-ylmethyl]-1,3-benzodiazole-5-carboxylate